C1(=CC(=CC=C1)NNC(CC[C@H](N)C(=O)O)=O)C (2s)-N5-(m-tolylamino)-D-glutamine